3-(3,4-bis(bromomethyl)-2,5-dioxo-2,5-dihydro-1H-pyrrol-1-yl)propanoate BrCC=1C(N(C(C1CBr)=O)CCC(=O)[O-])=O